OCC1=NC=2CCCC(C2C=C1)C(=O)N (Hydroxymethyl)-5,6,7,8-tetrahydroquinoline-5-carboxamide